C(OC1=C(C(=O)O)C=C(C=N1)C1=CC=C2C(=NNC2=C1)C(NC)=O)([2H])([2H])[2H] 2-(methoxy-d3)-5-(3-(methylcarbamoyl)-1H-indazol-6-yl)nicotinic acid